O1C=C(C=C1)C(=O)O Furan-3-carboxylic acid